2-chloro-N-(1-cyanocyclopropyl)-5-[1-[5-methoxy-2-methyl-4-(trifluoromethyl)pyrazol-3-yl]pyrazol-4-yl]-N-methyl-benzamide ClC1=C(C(=O)N(C)C2(CC2)C#N)C=C(C=C1)C=1C=NN(C1)C=1N(N=C(C1C(F)(F)F)OC)C